C(C)(C)(C)OC(=O)N1C(=C(C2=CC(=CC=C12)C1CCN(CC1)C(=O)OC(C)(C)C)CC)C1=CC(=C(C=C1)OC)OC 5-(1-(tert-butoxycarbonyl)piperidin-4-yl)-2-(3,4-dimethoxyphenyl)-3-ethyl-1H-indole-1-carboxylic acid tert-butyl ester